N1N=CC=2C1=NC=C(C2)C#CC=2C=C(C(=O)NC1=CC=C3C(=NC=NC3=C1)N(CC)CC)C=CC2C 3-((1H-pyrazolo[3,4-b]pyridin-5-yl)ethynyl)-N-(4-(diethylamino)quinazolin-7-yl)-4-methylbenzamide